bis(1,2,2,6,6-pentamethyl-4-piperidyl)4-methoxybenzylidenemalonate CN1C(CC(CC1(C)C)C1=C(C(=C(C(=O)[O-])C(=O)[O-])C2CC(N(C(C2)(C)C)C)(C)C)C=CC(=C1)OC)(C)C